C(C)(C)N1N=C2C3=C(C(C(C2=C1C)=O)=O)C=CC=C3 2-isopropyl-3-methyl-2H-benzo[g]indazole-4,5-dione